C(C)(C)C1=C(C=CC=C1)C=1N=C2N(C=CC=C2)C1CN1CCN(CC1)C(=O)OC(C)(C)C Tert-butyl 4-{[2-(isopropylphenyl)imidazo[1,2-a]pyridine-3-yl]methyl}piperazine-1-carboxylate